2-phenyl-4-(trimethylstannyl)pyrimidine C1(=CC=CC=C1)C1=NC=CC(=N1)[Sn](C)(C)C